N-propyl-3,4-Methylenedioxyphenethylamine C(CC)NCCC1=CC2=C(C=C1)OCO2